2-{[6-(cyclopropylmethoxy)-5-(3-methoxyazetidin-1-yl)pyrazine-2-carbonyl]amino}-2-ethylbutyric acid fluoromethyl ester FCOC(C(CC)(CC)NC(=O)C1=NC(=C(N=C1)N1CC(C1)OC)OCC1CC1)=O